ClC=1C=C(C=CC1F)C(C=1N(C(=C(N1)SC)I)COCC[Si](C)(C)C)C1=CC(=C(C=C1)F)Cl 2-(bis(3-chloro-4-fluorophenyl)methyl)-5-iodo-4-(methylthio)-1-((2-(trimethylsilyl)ethoxy)methyl)-1H-imidazole